3-(4-(8-(2-chlorophenyl)-6,7-dihydro-5H-benzo[7]annulen-9-yl)benzylidene)-1-(3-fluoropropyl)azetidine ClC1=C(C=CC=C1)C=1CCCC2=C(C1C1=CC=C(C=C3CN(C3)CCCF)C=C1)C=CC=C2